tert-butyl 4-(4-(4-(3-(dimethylamino)propylamino)quinolin-2-yl)phenyl)piperazine-1-carboxylate CN(CCCNC1=CC(=NC2=CC=CC=C12)C1=CC=C(C=C1)N1CCN(CC1)C(=O)OC(C)(C)C)C